(4-bromophenyl)cycloheptylmethanone BrC1=CC=C(C=C1)C(=O)C1CCCCCC1